3-[(2-Hydroxycyclopentyl)oxy]-5-(5-methyl-1,3-thiazol-2-yl)benzoic acid OC1C(CCC1)OC=1C=C(C(=O)O)C=C(C1)C=1SC(=CN1)C